FC=1C=C(C=CC1C(F)(F)F)C1=CN=C(O1)NC=1C=CC(=NC1)C(=O)N 5-((5-(3-fluoro-4-(trifluoromethyl)phenyl)oxazol-2-yl)amino)pyridinecarboxamide